2-chloro-N-isopropyl-5-(trifluoromethyl)pyrimidin-4-amine ClC1=NC=C(C(=N1)NC(C)C)C(F)(F)F